1-(bis(3,5-dimethylphenyl)phosphoryl)-4-phenylisoquinoline-3-carboxylic acid ethyl ester C(C)OC(=O)C=1N=C(C2=CC=CC=C2C1C1=CC=CC=C1)P(=O)(C1=CC(=CC(=C1)C)C)C1=CC(=CC(=C1)C)C